9-cyclopentyl-N-(5-(4-methylpiperazin-1-yl)pyridin-2-yl)isoxazolo[5,4-H]quinazolin-2-amine C1(CCCC1)C1=NOC2=CC=C3C=NC(=NC3=C21)NC2=NC=C(C=C2)N2CCN(CC2)C